heptadecan-9-yl 8-((2-((tert-butyldimethylsilyl)oxy)ethyl)(2-hydroxy-8-(nonyloxy)-8-oxooctyl)amino)-7-hydroxyoctanoate [Si](C)(C)(C(C)(C)C)OCCN(CC(CCCCCC(=O)OC(CCCCCCCC)CCCCCCCC)O)CC(CCCCCC(=O)OCCCCCCCCC)O